tert-Butyl N-{1-(4-methylcyclohexyl)-2-oxo-2-[(2-oxospiro[indoline-3,4'-tetrahydropyran]-6-yl)amino]ethyl}carbamate CC1CCC(CC1)C(C(NC1=CC=C2C(=C1)NC(C21CCOCC1)=O)=O)NC(OC(C)(C)C)=O